COC1=CC2=C(N(C=N2)C2=CC=C(C(=N2)C2=C(C=C(C=C2)F)OC)C(CC)O)C=C1OC 1-(6-(5,6-Dimethoxy-1H-benzo[d]imidazol-1-yl)-2-(4-fluoro-2-methoxyphenyl)pyridin-3-yl)propan-1-ol